CS(=O)(=O)OC1=C(C=CC=C1)P(C1=C(C=CC=C1)OS(=O)(=O)C)N(CCCC)P(C1=CC=C(C=C1)[Si](CCCC)(CCCC)CCCC)C1=CC=C(C=C1)[Si](CCCC)(CCCC)CCCC (((bis(4-(tributylsilyl)phenyl)phosphaneyl)(butyl)amino)phosphanediyl)bis(2,1-phenylene) dimethanesulfonate